2-(4-chloro-3-fluorophenoxy)-N-[3-(5-hydroxy-1-methyl-1H-pyrazol-3-yl)bicyclo[1.1.1]pentan-1-yl]acetamide ClC1=C(C=C(OCC(=O)NC23CC(C2)(C3)C3=NN(C(=C3)O)C)C=C1)F